(1S,2S)-2-phenylcyclopropylcarboxylic acid C1(=CC=CC=C1)[C@@H]1[C@H](C1)C(=O)O